1-(4-(4-chloro-3,5-difluoro-1H-indole-2-carbonyl)piperazin-1-yl)-2-methoxyethan-1-one ClC1=C2C(=C(NC2=CC=C1F)C(=O)N1CCN(CC1)C(COC)=O)F